[C].[Pd].N[C@@H](CO)C(=O)N[C@H](C)C(=O)OC Methyl L-seryl-D-alaninate Palladium carbon